5-[4-(4-Aminopiperidin-1-yl)-3-(3,5-difluorophenyl)chinolin-6-yl]-2,3-dihydro-1,3-benzoxazol-2-one NC1CCN(CC1)C1=C(C=NC2=CC=C(C=C12)C=1C=CC2=C(NC(O2)=O)C1)C1=CC(=CC(=C1)F)F